1-methyl-butadiene-sulfonic acid CC(=CC=C)S(=O)(=O)O